FC(C=1C=C(C=C(C1)C(F)(F)F)OB(O)O)(F)F (3,5-bistrifluoromethylphenyl)boric acid